C(C)(C)(C)OC(=O)N1C[C@]2(CCN3N=C(C=C32)C=3C=NC(=C(C3)OCC3=CC=CC=C3)N)CC1 |r| (rac)-tert-butyl-2'-[6-amino-5-(benzyloxy)pyridin-3-yl]-5',6'-dihydrospiro[pyrrolidine-3,4'-pyrrolo[1,2-b]pyrazole]-1-carboxylate